O[C@@H]1C[C@H](N(C1)C(=O)OC(C)(C)C)C(N[C@@H](CC(=O)OC)C1=CC=C(C=C1)C1=C(N=CS1)C)=O tert-butyl (2S,4R)-4-hydroxy-2-(((S)-3-methoxy-1-(4-(4-methylthiazol-5-yl)phenyl)-3-oxopropyl)carbamoyl)pyrrolidine-1-carboxylate